rubidium pertechnetate [Tc](=O)(=O)(=O)[O-].[Rb+]